2-[2-(2-{[(tert-butoxy)carbonyl]amino}ethoxy)ethoxy]acetic acid C(C)(C)(C)OC(=O)NCCOCCOCC(=O)O